ClC=1C(=C2CCCOC2=CC1)C1=NN=C(N1C)C1=C(C=CC=C1F)F 3-(6-chlorochroman-5-yl)-5-(2,6-difluorophenyl)-4-methyl-4H-1,2,4-triazole